C(C)(C)(C)OC(=O)N1C[C@@H]([C@@H](CC1)NC1=CC=CN2C(=C(C=C12)C#CCNC1=C(C=C(C(=O)O)C=C1)OC)SC(F)(F)F)F 4-{[3-(8-{[(3S,4R)-1-(tert-butoxycarbonyl)-3-fluoropiperidin-4-yl]amino}-3-[(trifluoromethyl)sulfanyl]indolizin-2-yl)prop-2-yn-1-yl]amino}-3-methoxybenzoic acid